[3,5-bis(trifluoromethyl)phenyl]glycine FC(C=1C=C(C=C(C1)C(F)(F)F)NCC(=O)O)(F)F